9,9',9'',9'''-(4-(2,6-dimethylpyridin-4-yl)-6-(4,6-diphenyl-1,3,5-triazin-2-yl)benzene-1,2,3,5-tetrayl)tetrakis(9H-carbazole) CC1=NC(=CC(=C1)C1=C(C(=C(C(=C1N1C2=CC=CC=C2C=2C=CC=CC12)C1=NC(=NC(=N1)C1=CC=CC=C1)C1=CC=CC=C1)N1C2=CC=CC=C2C=2C=CC=CC12)N1C2=CC=CC=C2C=2C=CC=CC12)N1C2=CC=CC=C2C=2C=CC=CC12)C